4-[(5-chloro-3-nitropyridin-2-yl)oxy]butan-1-ol ClC=1C=C(C(=NC1)OCCCCO)[N+](=O)[O-]